C1(CCC1)CN1C(N(CC12CCC(CC2)(C2=CC=CC=C2)NC)CC=2N=NN(C2)CC(=O)N)=O cis-2-[4-[[1-(cyclobutyl-methyl)-8-methylamino-2-oxo-8-phenyl-1,3-diazaspiro[4.5]decan-3-yl]-methyl]-1H-[1,2,3]triazol-1-yl]-acetamide